ClC1=C(C=CC2=C1C=C(O2)C(=O)O)N2CCN(CC2)C(C2=CC(=CC=C2)OC)=O 4-chloro-5-[4-(3-methoxy-benzoyl)-piperazin-1-yl]-benzofuran-2-carboxylic acid